(S)-2-amino-2-(4-chloro-3-(4-methoxypyrimidin-2-yl)phenyl)ethan-1-ol N[C@H](CO)C1=CC(=C(C=C1)Cl)C1=NC=CC(=N1)OC